tert-butyl (12aR)-8,10-dichloro-9-(2-fluoro-6-hydroxyphenyl)-7-methoxy-3,4,12,12a-tetrahydro-6H-pyrazino[2,1-c][1,4]benzoxazepine-2(1H)-carboxylate ClC=1C(=C(C2=C(CN3[C@@H](CO2)CN(CC3)C(=O)OC(C)(C)C)C1OC)Cl)C1=C(C=CC=C1O)F